5-fluorobenzothiophene FC=1C=CC2=C(C=CS2)C1